(S)-5-((diphenylmethylene)amino)-2-methyl-3,4-dihydroquinoline-1(2H)-carboxylic acid methyl ester COC(=O)N1[C@H](CCC2=C(C=CC=C12)N=C(C1=CC=CC=C1)C1=CC=CC=C1)C